2,2'-((1,3-phenylenebis(butane-4,1-diyl))bis(cyclopropane-1,1-diyl))diacetic acid C1(=CC(=CC=C1)CCCCC1(CC1)CC(=O)O)CCCCC1(CC1)CC(=O)O